BrC=1C=C2C=NN(C2=CC1)C1CCN(CC1)C1CCC(CC1)(F)F 5-bromo-1-(1-(4,4-difluorocyclohexyl)piperidin-4-yl)-1H-indazole